N-[(1S)-1-(dicyclopropylmethyl)-2-[[6-fluoro-5-[5-(fluoromethoxy)-2-methyl-1-oxido-pyridin-1-ium-3-yl]-2-pyridyl]amino]-2-oxo-ethyl]-2-isopropyl-pyrazole-3-carboxamide C1(CC1)C([C@@H](C(=O)NC1=NC(=C(C=C1)C=1C(=[N+](C=C(C1)OCF)[O-])C)F)NC(=O)C=1N(N=CC1)C(C)C)C1CC1